bis(imino)pyridineAl N=C1C(C(=NC=C1)C=O)=N